(3R,4S)-3-cyclopropyl-4-methyl-1-(6-(4-(4-methylmorpholin-2-yl)-1H-pyrazol-1-yl)pyrrolo[1,2-b]pyridazin-4-yl)-2-oxopyrrolidine-3-carbonitrile C1(CC1)[C@]1(C(N(C[C@H]1C)C=1C=2N(N=CC1)C=C(C2)N2N=CC(=C2)C2CN(CCO2)C)=O)C#N